[N+](=O)([O-])N1CN(CN(C1)[N+](=O)[O-])[N+](=O)[O-] 1,3,5-Trinitro-1,3,5-triazinane